2-methoxy-2-methyl-butane COC(C)(CC)C